5-[7-chloro-2-(2,5-dimethylpyrrol-1-yl)-1-methyl-benzimidazol-4-yl]-1-methyl-pyrrolidin-2-one ClC1=CC=C(C2=C1N(C(=N2)N2C(=CC=C2C)C)C)C2CCC(N2C)=O